6-((2-(1-(Cyclopropylsulfonyl)-1H-pyrazol-4-yl)pyrimidin-4-yl)amino)-N-(2,2-difluoroethyl)-4-(((1s,4s)-4-hydroxycyclohexyl)amino)nicotinamide C1(CC1)S(=O)(=O)N1N=CC(=C1)C1=NC=CC(=N1)NC1=NC=C(C(=O)NCC(F)F)C(=C1)NC1CCC(CC1)O